C(CCCCCCC)OCC(=O)N 2-(octyloxy)acetamide